S(=O)(=O)(ON1[C@@H]2CC[C@H](N(C1=O)C2)C(N)=O)OCC2(C(OCCC2)=O)C (1R,2S,5R)-2-carbamoyl-7-oxo-1,6-diazabicyclo[3.2.1]oct-6-yl ((3-methyl-2-oxotetrahydro-2H-pyran-3-yl) methyl) sulfate